6-(4,4,5,5-tetramethyl-1,3,2-dioxaborolan-2-yl)-3,4-dihydro-2H-pyran CC1(OB(OC1(C)C)C1=CCCCO1)C